mono-oxirane O1CC1